C(#N)C=1C(=CC(=NC1)NC(=O)C1=CN(C=2C1=NC(=CC2)C=O)CCC)NCCOC N-(5-cyano-4-((2-methoxyethyl)amino)pyridin-2-yl)-5-formyl-1-propyl-1H-pyrrolo[3,2-b]pyridine-3-carboxamide